C(#N)CC1=CC=C(C=C1)B(O)O 4-(CYANOMETHYL)BENZENEBORONIC ACID